2-fluoro-4-(1-(4-methoxyphenyl)-3-((((1R,3R)-3-(methylamino)-cyclohexyl)methyl)-amino)-1H-pyrazol-5-yl)benzonitrile FC1=C(C#N)C=CC(=C1)C1=CC(=NN1C1=CC=C(C=C1)OC)NC[C@H]1C[C@@H](CCC1)NC